4-(4,7-difluoro-1-(pyridazin-3-ylmethyl)-benzimidazol-2-yl)-1,2,5-oxadiazol-3-amine FC1=CC=C(C=2N(C(=NC21)C=2C(=NON2)N)CC=2N=NC=CC2)F